FC(C(=O)O)(F)F.ClC=1C=C(C=C2CCN([C@H](C12)C)C(=O)[C@H]1CNC[C@@H](O1)C)C(F)(F)F ((S)-8-chloro-1-methyl-6-(trifluoromethyl)-3,4-dihydroisoquinolin-2(1H)-yl)((2R,6S)-6-methylmorpholin-2-yl)methanone trifluoroacetic acid salt